methyl (Z)-2-[2-ethyl-5-[3-(trifluoromethyl)pyrazol-1-yl]phenoxy]-3-methoxy-prop-2-enoate C(C)C1=C(O\C(\C(=O)OC)=C/OC)C=C(C=C1)N1N=C(C=C1)C(F)(F)F